chloro-8-methyl-6'-(pyrimidin-4-ylamino)-2'H-8-azaspiro[bicyclo[3.2.1]octane-3,3'-imidazo[1,5-a]pyridine]-1',5'-dione ClN1C2(N3C(=CC=C(C3=O)NC3=NC=NC=C3)C1=O)CC1CCC(C2)N1C